C(CCCCCCCCC=C)(=O)O undec-10-enoic acid